C(#N)/C(/C(=O)OCC)=C(/C=C/N(C)C)\C (2Z,4E)-ethyl 2-cyano-5-(dimethylamino)-3-methylpenta-2,4-dienoate